C(C1=CC=CC=C1)SC1=CC=C(C=C1)NC([C@H](CC1=NC=CC=C1)NC(OC(C)(C)C)=O)=O (S)-tert-butyl 1-(4-(benzylthio)phenylamino)-1-oxo-3-(pyridin-2-yl)propan-2-ylcarbamate